Hydroxy-3-oxa-9-azabicyclo[3.3.1]Nonane-9-carboxylic acid tert-butyl ester C(C)(C)(C)OC(=O)N1C2(COCC1CCC2)O